4-(2-(4-Bromophenyl)propan-2-yl)phenol BrC1=CC=C(C=C1)C(C)(C)C1=CC=C(C=C1)O